COC=1C=C2C(=NC=NC2=CC1OC)OC1=C(C=C(C=C1)C1C=2N(CCC1)N(C(C2C(=O)N)=O)C2=CC=C(C=C2)F)C(F)(F)F (4-((6,7-dimethoxyquinazolin-4-yl)oxy)-3-trifluoromethylphenyl)-1-(4-fluorophenyl)-2-oxo-1,2,4,5,6,7-hexahydropyrazolo[1,5-a]pyridine-3-carboxamide